(S)-(4-(difluoromethyl)-2-morpholinooxazol-5-yl)(4-(7-fluorobenzo[d]oxazol-2-yl)-6,7-dihydro-1H-imidazo[4,5-c]pyridin-5(4H)-yl)methanone FC(C=1N=C(OC1C(=O)N1[C@@H](C2=C(CC1)NC=N2)C=2OC1=C(N2)C=CC=C1F)N1CCOCC1)F